tert-butyl 4-[4-[1-(2,6-dioxo-3-piperidyl)-2-oxo-benzo[cd]indole-6-carbonyl]pyrazol-1-yl]-4-methyl-piperidine-1-carboxylate O=C1NC(CCC1N1C(C2=C3C(C(=CC=C13)C(=O)C=1C=NN(C1)C1(CCN(CC1)C(=O)OC(C)(C)C)C)=CC=C2)=O)=O